Cl.C1(=C2N(C=N1)CCC2)C(C(NC=2SC=CN2)=O)N2CC1=C(C=C(C=C1C2=O)C#CC=2C=CC(=NC2)C(=O)NC2CCNCC2)F 5-[2-[2-[1-(6,7-dihydro-5H-pyrrolo[1,2-c]imidazol-1-yl)-2-oxo-2-(thiazol-2-ylamino)ethyl]-7-fluoro-3-oxo-isoindolin-5-yl]ethynyl]-N-(4-piperidinyl)pyridine-2-carboxamide hydrochloride